((S)-1-cyano-2-[(3S)-2-oxopyrrolidin-3-yl]ethyl)-2-azaspiro[4.5]decane-3-carboxamide C(#N)[C@@H](C[C@@H]1C(NCC1)=O)C1NC(CC12CCCCC2)C(=O)N